N-(8-(methylamino)-5-propionyl-2,7-naphthyridin-3-yl)cyclopropanecarboxamide CNC=1N=CC(=C2C=C(N=CC12)NC(=O)C1CC1)C(CC)=O